4-chloro-N-(5-((4-fluorophenyl)ethynyl)-3-methylpyridin-2-yl)-1-(2-(1-isobutyrylpiperidin-4-yl)ethyl)-1H-pyrazole-3-carboxamide ClC=1C(=NN(C1)CCC1CCN(CC1)C(C(C)C)=O)C(=O)NC1=NC=C(C=C1C)C#CC1=CC=C(C=C1)F